OC1(CCC(CC1)C1N=C2C=C(C(=CC2=C1)NC(=O)C1=NC(=CC=C1)C(F)(F)F)OC)COCC1CCNCC1 N-(2-((1S,4S)-4-hydroxy-4-((piperidin-4-ylmethoxy)methyl)cyclohexyl)-6-methoxy-2H-indole-5-yl)-6-(trifluoromethyl)pyridinecarboxamide